C1(=CC=CC=2C3=CC=CC=C3CC12)COC(=O)N[C@@H](C(C)C)C(=O)O Fluorenylmethyloxycarbonyl-valine